(S)-ethyl 3-(5-(1-aminoisoquinolin-7-yl)-3-((2-(2-ethoxy-2-oxoethyl)phenoxy)methyl)-1H-indazol-1-yl)pyrrolidine-1-carboxylate NC1=NC=CC2=CC=C(C=C12)C=1C=C2C(=NN(C2=CC1)[C@@H]1CN(CC1)C(=O)OCC)COC1=C(C=CC=C1)CC(=O)OCC